3-amino-4-((3,5-Dimethoxyphenyl)ethynyl)-1,6-dihydro-7H-pyrazolo[3,4-c]pyridin-7-one NC1=NNC=2C(NC=C(C21)C#CC2=CC(=CC(=C2)OC)OC)=O